(1-methoxy-2-(methoxymethyl)-5-methylhex-2-yl)cyclopentane COCC(CCC(C)C)(COC)C1CCCC1